methyl 6-(4-chlorophenyl-2,3,5,6-d4)-2-(1-methyl-1H-pyrazol-4-yl)-3-formyl-2,3,4,5-tetrahydropyridazine-4-carboxylate ClC1=C(C(=C(C(=C1[2H])[2H])C=1CC(C(N(N1)C=1C=NN(C1)C)C=O)C(=O)OC)[2H])[2H]